5-Methoxy-3-methyl-1-(pyridin-2-yl)-1H-benzo[g]indazole COC=1C=C2C(=NN(C2=C2C1C=CC=C2)C2=NC=CC=C2)C